(S)-tert-butyl 3-formylpyrrolidine-1-carboxylate C(=O)[C@@H]1CN(CC1)C(=O)OC(C)(C)C